FC(C1=CC=C(N=N1)[C@@H](C)NC(C1=CC=CC=C1)=O)(F)F N-{(1R)-1-[6-(trifluoromethyl)pyridazin-3-yl]ethyl}benzamide